sodium 2,3-dihydrobenzofuran-4-thiolate O1CCC=2C1=CC=CC2[S-].[Na+]